ClC=1C(=CC2=C([C@@H](C[C@@H](O2)C(=O)NC23CC(C2)(C3)N3N=CC(=C3)C3=NC=C(C=C3)OC(F)(F)F)O)C1)F (2R,4R)-6-chloro-7-fluoro-4-hydroxy-N-(3-{4-[5-(trifluoromethoxy)pyridin-2-yl]-1H-pyrazol-1-yl}bicyclo[1.1.1]pentan-1-yl)-3,4-dihydro-2H-1-benzopyran-2-carboxamide